(3R)-1-[5-(4,4,5,5-tetramethyl-1,3,2-dioxaborolan-2-yl)-2-pyridyl]pyrrolidin CC1(OB(OC1(C)C)C=1C=CC(=NC1)N1CCCC1)C